5-fluoro-4-iodo-2-(2,2,3,3,9,9,10,10-octamethyl-4,8-dioxa-3,9-disilaundecan-5-yl)pyridine FC=1C(=CC(=NC1)C(O[Si](C(C)(C)C)(C)C)CCO[Si](C(C)(C)C)(C)C)I